[Na+].[Na+].O1CCN(CC1)CCCN(S(=O)(=O)[O-])S(=O)(=O)[O-] N-(3-morpholinopropyl)iminodisulfonic acid disodium salt